2,5-bis((difluoromethoxy)methyl)pyrrolidine FC(OCC1NC(CC1)COC(F)F)F